methyl 5-(2,6-dimethoxyphenyl)-1-(2-isopropyl-4-(methyl (3-(methyl (trityl) amino) propyl) carbamoyl) phenyl)-1H-pyrazole-3-carboxylate COC1=C(C(=CC=C1)OC)C1=CC(=NN1C1=C(C=C(C=C1)C(N(CCCN(C(C1=CC=CC=C1)(C1=CC=CC=C1)C1=CC=CC=C1)C)C)=O)C(C)C)C(=O)OC